5,7-dichloropyrrolo[1,2-b]pyridazine-3-carbonitrile ClC=1C=C(N2N=CC(=CC21)C#N)Cl